methyl 3-(4-chloro-2-nitrophenyl)-2-[(2-methylpropan-2-yl)oxycarbonylamino]prop-2-enoate ClC1=CC(=C(C=C1)C=C(C(=O)OC)NC(=O)OC(C)(C)C)[N+](=O)[O-]